1-methyl-3-((3-(pyridin-4-yl)thieno[3,2-b]pyridin-5-yl)amino)-1H-pyrazole-4-carbonitrile CN1N=C(C(=C1)C#N)NC1=CC=C2C(=N1)C(=CS2)C2=CC=NC=C2